ClC1=CC2=C(OC(C(N2)=O)C)C(=C1)F 6-chloro-8-fluoro-2-methyl-2H-benzo[b][1,4]oxazin-3(4H)-one